2-chloro-6-(piperazin-1-yl)benzonitrile hydrochloride Cl.ClC1=C(C#N)C(=CC=C1)N1CCNCC1